N1=C2N(C=C1C=1CCN([C@@H](C1)C1=CC=C(C=C1)C(=O)OC)C(=O)OCC1=CC=CC=C1)CCC2 benzyl (S)-4-(6,7-dihydro-5H-pyrrolo[1,2-a]imidazol-2-yl)-6-(4-(methoxycarbonyl) phenyl)-3,6-dihydropyridine-1(2H)-carboxylate